O=C1NC(CC[C@H]1N1C(C2=CC=C(C=C2C1=O)NC1CC(C1)OC1=CC=C(C=C1)C(C)(C)C1=CC=C(OC=2C=NC(=NC2)C(=O)N)C=C1)=O)=O 5-(4-(2-(4-((1r,3r)-3-((2-(2,6-dioxopiperidin-3-yl)-1,3-dioxoisoindolin-5-yl)amino)cyclobutyloxy)phenyl)propan-2-yl)phenoxy)pyrimidin-2-carbonylamine